N[C@H](C)C=1C=C(C=C2C(C=C(OC12)N1CCC(CC1)Cl)=O)C 8-[(1R)-1-aminoethyl]-2-(4-chloro-1-piperidinyl)-6-methyl-chromen-4-one